C(CCCCCCC\C=C/C[C@H](O)CCCCCC)(=O)O R-ricinoleic acid